Cl.C(C)NC(C1=CC=C(C=C1)NC1=NC=C(C(=N1)N1C[C@@H]2CNC[C@@H]2C1)F)=O N-Ethyl-4-((5-fluoro-4-((3aR,6aS)-hexahydropyrrolo[3,4-c]pyrrol-2(1H)-yl)pyrimidin-2-yl)amino)benzamide hydrochloride